5-[2-chloro-4-(trifluoromethoxy)phenoxy]-3-fluoro-2-(trifluoromethyl)pyridine-4-carboxylic acid ClC1=C(OC=2C(=C(C(=NC2)C(F)(F)F)F)C(=O)O)C=CC(=C1)OC(F)(F)F